[N+](=O)(OCCC(CCO)(O)C1CCN(CC1)S(=O)(=O)C1=CC(=C(C=C1)OCC)C1=NN2C(C(N1)=O)=C(N=C2CCC)C)[O-] 3-(1-((4-ethoxy-3-(5-methyl-4-oxo-7-propyl-3,4-dihydroimidazo[5,1-f][1,2,4]triazin-2-yl) phenyl) sulfonyl) piperidin-4-yl)-3,5-dihydroxypentyl nitrate